OC=1C=C(C=NC1)C=1C=C(C(=O)N2CCN(CC2)C2=CC=C(N=N2)C(=O)NCCC)C=C(C1)C(F)(F)F 6-[4-[3-(5-Hydroxypyridin-3-yl)-5-(trifluoromethyl)benzoyl]piperazin-1-yl]-N-propylpyridazine-3-carboxamide